tris(2,4-di-tert-butylphenol) phosphate P(=O)(O)(O)O.C(C)(C)(C)C1=C(C=CC(=C1)C(C)(C)C)O.C(C)(C)(C)C1=C(C=CC(=C1)C(C)(C)C)O.C(C)(C)(C)C1=C(C=CC(=C1)C(C)(C)C)O